(S)-1-(3-(2-fluoro-3-methylphenyl)imidazo[1,5-a]pyrazin-8-yl)-4'h,6'h-spiro[piperidine-4,5'-pyrrolo[1,2-b]pyrazol]-4'-amine FC1=C(C=CC=C1C)C1=NC=C2N1C=CN=C2N2CCC1([C@@H](C=3N(N=CC3)C1)N)CC2